ClC=1C=C(C=C(C1)NS(=O)(=O)C)NC(=O)C1=CSC(=C1)C1=CC=CC=C1 N-(3-chloro-5-(methylsulfonamido)phenyl)-5-phenylthiophene-3-carboxamide